4-(2-(2-aminoethyl)-1-((endo)-2-azabicyclo[2.1.1]hexan-5-yl)-8-chloro-4-(3-(dimethylamino)azetidin-1-yl)-6-fluoro-1H-imidazo[4,5-c]quinolin-7-yl)naphthalen-2-ol NCCC=1N(C2=C(C(=NC=3C(=C(C(=CC23)Cl)C2=CC(=CC3=CC=CC=C23)O)F)N2CC(C2)N(C)C)N1)C1C2CNC1C2